C1(CC1)N1C=C(C2=CC=CC=C12)C1=NC(=NC=C1S(=O)(=O)C(C)C)NC=1C(=CC(=C(C1)NC(C=C)=O)N(CC1N(CCC1)C)C)OC N-(5-((4-(1-Cyclopropyl-1H-indol-3-yl)-5-(isopropylsulfonyl)pyrimidin-2-yl)amino)-4-methoxy-2-(methyl((1-methylpyrrolidin-2-yl)methyl)amino)phenyl)acrylamide